Cl.C(C)N1C(=CC=2C1=NC=CC2)C2=NC1=C(N2C)C(=CC(=C1)C(=O)N1CC2C(CC1)CCN2)OC 2-{1-ethyl-1H-pyrrolo[2,3-b]pyridin-2-yl}-7-methoxy-1-methyl-5-{octahydro-1H-pyrrolo[2,3-c]pyridine-6-carbonyl}-1H-1,3-benzodiazole hydrochloride